2,2,5-Trimethylhexan CC(C)(CCC(C)C)C